O=C[C@@H](O)[C@@H](O)[C@@H](O)[C@H](O)CO (+)-Talose